FC=1C=C2C=3C(=NNC(C3C1)=O)C(C(N2)C2=CC=C(C=C2)F)N2C(NC1(C2=O)CCCC1)=S 5-fluoro-8-(4-fluorophenyl)-9-(4-oxo-2-thioxo-1,3-diazaspiro[4.4]nonan-3-yl)-8,9-dihydro-2H-pyrido[4,3,2-de]phthalazin-3(7H)-one